N-(5-methyl-1,3,4-thiadiazol-2-yl)-3-(trans-2-((tetrahydro-2H-pyran-4-ylmethyl)amino)-cyclopropyl)-1-naphthamide CC1=NN=C(S1)NC(=O)C1=CC(=CC2=CC=CC=C12)[C@H]1[C@@H](C1)NCC1CCOCC1